4-(aminomethyl)-1-(5-(2-(2-fluoroethoxy)phenyl)imidazo[2,1-b][1,3,4]thiadiazol-2-yl)piperidin-4-ol NCC1(CCN(CC1)C1=NN2C(S1)=NC=C2C2=C(C=CC=C2)OCCF)O